N-(5-cyclopentyl-1H-pyrazol-3-yl)-5-methylimidazo[5,1-f][1,2,4]triazin-4-amine C1(CCCC1)C1=CC(=NN1)NC1=NC=NN2C1=C(N=C2)C